6,7-dimethoxy-9-(2-(methyl(3-morpholinopropyl)amino)pyrimidin-5-yl)naphtho[2,3-c]furan-1(3H)-one dihydrochloride Cl.Cl.COC1=CC2=CC3=C(C(OC3)=O)C(=C2C=C1OC)C=1C=NC(=NC1)N(CCCN1CCOCC1)C